7-(3,3-dimethylbutanoyl)-4-(tert-butyl)aminomethylcyclohepta[7,6-b]indole oxalate C(C(=O)O)(=O)O.CC(CC(=O)C1=CC2=NC3=C(C=CC=C3C2=CC=C1)CNC(C)(C)C)(C)C